2,6-Dimethoxy-N-(6-(oxazol-2-yl)benzo[d]isoxazol-3-yl)benzenesulfonamide COC1=C(C(=CC=C1)OC)S(=O)(=O)NC1=NOC2=C1C=CC(=C2)C=2OC=CN2